6-[3-[3-[[2-fluoro-4-(trifluoromethyl)phenyl]methoxy]azetidin-1-yl]-3-oxo-propyl]piperidin-2-one FC1=C(C=CC(=C1)C(F)(F)F)COC1CN(C1)C(CCC1CCCC(N1)=O)=O